4-bromo-3,5-bis(methoxymethoxy)benzonitrile BrC1=C(C=C(C#N)C=C1OCOC)OCOC